1-((R)-4-((Z)-1,2-dimethyl-4-(((R)-1-(2-methyl-3-(trifluoromethyl)phenyl)ethyl)imino)-1,4-dihydropyrido[3,4-d]pyrimidin-6-yl)-2-methyl-3,6-dihydropyridin-1(2H)-yl)ethan-1-one CN1C(=N\C(\C2=C1C=NC(=C2)C=2C[C@H](N(CC2)C(C)=O)C)=N/[C@H](C)C2=C(C(=CC=C2)C(F)(F)F)C)C